C(C)OC(NC(NC1=NC=C(C(=C1)F)Br)=S)=O ((5-bromo-4-fluoropyridin-2-yl)thiocarbamoyl)carbamic acid O-ethyl ester